3-(4-(pyridin-2-ylmethyl)piperidin-1-yl)propan-1-amine N1=C(C=CC=C1)CC1CCN(CC1)CCCN